N1N=NC=C1CCOC(C(=O)O)C 2-(2-(1H-1,2,3-triazol-5-yl)ethoxy)propionic acid